methyl 5-((1-methylpiperidin-4-yl)oxy)picolinate CN1CCC(CC1)OC=1C=CC(=NC1)C(=O)OC